BrC(CN1C(N(C(N(C1=O)CC(CBr)Br)=O)CC(CBr)Br)=O)CBr 1,3,5-tri(2,3-dibromopropyl)-1,3,5-triazinane-2,4,6-trione